(2R,4S)-N-((S)-1-(((1H-pyrrolo[3,2-c]pyridin-2-yl)methyl)amino)-1-oxoprop-2-yl)-4-phenoxypyrrolidine-2-carboxamide bis-trifluoroacetate FC(C(=O)O)(F)F.FC(C(=O)O)(F)F.N1C(=CC=2C=NC=CC21)CNC([C@H](C)NC(=O)[C@@H]2NC[C@H](C2)OC2=CC=CC=C2)=O